N-Benzyl-4-chloroaniline C1=CC=C(C=C1)CNC2=CC=C(C=C2)Cl